CN1C(NCC1C(=O)NC1=CC(=CC=2OCOC21)OC2=NC=C(C=C2)C(F)(F)F)=O 3-Methyl-2-oxo-N-(6-((5-(trifluoromethyl)pyridin-2-yl)oxy)benzo[d]-[1,3]dioxol-4-yl)imidazolidine-4-carboxamide